3-methacryloxypropyltrimethoxylsilane C(C(=C)C)(=O)OCCC[Si](OC)(OC)OC